FC1=C(C=CC=C1)CN1C=NC2=CC=CC(=C2C1=O)NC(=O)C1=NC(=C(C=C1)O)C(F)(F)F N-{3-[(2-fluorophenyl)methyl]-4-oxo-3,4-dihydroquinazolin-5-yl}-5-hydroxy-6-(trifluoromethyl)pyridine-2-carboxamide